(5S,7S)-5-(2,3-difluorophenyl)-7-fluoro-2-[(S)-fluoromethylsulfinyl]-6,7-dihydro-5H-pyrrolo[1,2-b][1,2,4]triazole FC1=C(C=CC=C1F)[C@@H]1C[C@@H](C=2N1N=C(N2)[S@](=O)CF)F